bicyclo(2.2.1)hept-5-ene-2,3-dicarboxylic anhydride C12C3C(C(C=C1)C2)C(=O)OC3=O